S1C(=NC2=C1C=CC=C2)C2=CC=C(C=C2)C(C=CC2=C(C=CC=C2)F)=O 1-(4-(2-benzothiazolyl)-phenyl)-3-(2-fluorophenyl)-2-propen-1-one